2'-(3-fluoropyridin-4-yl)-3'-iodo-5',6'-dihydro-1'H-spiro[oxetane-3,7'-pyrrolo[3,2-c]pyridin]-4'-one FC=1C=NC=CC1C1=C(C=2C(NCC3(C2N1)COC3)=O)I